NCCN(CCN)C1=CC=CC=C1 N-(2-aminoethyl)-N-phenylethane-1,2-diamine